2-IMIDAZOL-1-YL-PYRIDINE-3-CARBALDEHYDE N1(C=NC=C1)C1=NC=CC=C1C=O